1-N-dibutylaminomethylcarboxybenzotriazole C(CCC)N(CCCC)CN1N=NC2=C1C=CC=C2C(=O)O